CC(C)NC(=O)C=1C2=CN(N=C2C=CC1)C=1C=NC=CC1 N-(1-methylethyl)-2-(3-pyridyl)-2H-indazole-4-carboxamide